1,4,4-trimethyl-5-((1E,3E,5E,7E)-7-(1,3,3-trimethylpyrrolidin-2-ylidene)hepta-1,3,5-trien-1-yl)-3,4-dihydro-2H-pyrrol-1-ium C[N+]=1CCC(C1\C=C\C=C\C=C\C=C/1\N(CCC1(C)C)C)(C)C